ethyl 4-(3-((tert-butoxycarbonyl)amino)-4,4-dimethylpiperidin-1-yl)butanoate C(C)(C)(C)OC(=O)NC1CN(CCC1(C)C)CCCC(=O)OCC